C1(=CC=CC=C1)N(C(O)=O)C1=CC(=C(C(=C1)CN1CCC(CC1)N1CCOCC1)C)Cl.FC1=C(N)C=CC(=C1CCC=1C=C2C(=NC1)NC=C2)F 2,4-difluoro-3-(2-[1H-pyrrolo[2,3-b]pyridin-5-yl]ethyl)aniline phenyl-(3-chloro-4-methyl-5-((4-morpholinopiperidin-1-yl)methyl)phenyl)carbamate